[Si](C1=CC=CC=C1)(C1=CC=CC=C1)(C(C)(C)C)OCC1(C[C@H]([C@H]2[C@@H]1OC(O2)(C)C)N2C=CC1=C2N=CN=C1OC1=CC=CC=C1)CI 7-((3as,4r,6ar)-6-(((tert-butyldiphenylsilyl)oxy)methyl)-6-(iodomethyl)-2,2-dimethyltetrahydro-3aH-cyclopenta[d][1,3]dioxol-4-yl)-4-phenoxy-7H-pyrrolo[2,3-d]pyrimidine